C(CC=C)N1C(=CC=2C1=NC(=CC2)[C@@H](C)NC(OC(C)(C)C)=O)C=O tert-butyl N-[(1R)-1-(1-but-3-enyl-2-formyl-pyrrolo[2,3-b]pyridin-6-yl)ethyl]carbamate